O([N+](=O)[O-])CC(CO[N+](=O)[O-])O[N+](=O)[O-] 1,2,3-Trinitroxypropane